4-(4-iodophenyl)-3-phenylfuran-2(5H)-one IC1=CC=C(C=C1)C1=C(C(OC1)=O)C1=CC=CC=C1